C1(=CC=CC=C1)P(C(C1=C(C=C(C=C1C)C)C)=O)(C(C1=C(C=C(C=C1C)C)C)=O)=O Phenylbis(2,4,6-trimethylbenzoyl)-phosphin-oxid